4-[2-isopropoxyethyl-[4-(5,6,7,8-tetrahydro-1,8-naphthyridin-2-yl)butyl]amino]-2-[[3-(trifluoromethyl)pyridine-2-carbonyl]amino]butanoic acid C(C)(C)OCCN(CCC(C(=O)O)NC(=O)C1=NC=CC=C1C(F)(F)F)CCCCC1=NC=2NCCCC2C=C1